2-[2-methoxy-5-(trifluoromethyl)pyridin-4-yl]propionic acid COC1=NC=C(C(=C1)C(C(=O)O)C)C(F)(F)F